diethyl (2',4',6'-triisopropyl-[1,1'-biphenyl]-2-yl)phosphonate C(C)(C)C1=C(C(=CC(=C1)C(C)C)C(C)C)C1=C(C=CC=C1)P(OCC)(OCC)=O